O=C1N(CC2=C(C=CC=C12)OCC#C)C1C(N(C(CC1)=O)COCC[Si](C)(C)C)=O 3-(1-oxo-4-(prop-2-yn-1-yloxy)isoindol-2-yl)-1-((2-(trimethylsilyl)ethoxy)methyl)piperidine-2,6-dione